CC=1C=C(C=CC1O)C12CC3(CC(CC(C1)(C3)CC)(C2)CC)C2=CC(=C(C=C2)O)C 1,3-bis(3-methyl-4-hydroxyphenyl)-5,7-diethyl-adamantane